3-chloro-2-fluoro-4-isopropoxyaniline ClC=1C(=C(N)C=CC1OC(C)C)F